ClC1=C(C=2N=C(N=C(C2C=N1)N1CCOC[C@](C1)(O)C)OC[C@]12CCCN2C[C@@H](C1)F)F (S)-4-(7-Chloro-8-fluoro-2-(((2R,7aS)-2-fluorotetrahydro-1H-pyrrolizin-7a(5H)-yl)methoxy)pyrido[4,3-d]pyrimidin-4-yl)-6-methyl-1,4-oxazepan-6-ol